ClC1=CC=C(COC2=NN=C(S2)NC(=O)C=2C(=NC=NC2)N2CCOCC2)C=C1 N-(5-((4-chlorobenzyl)oxy)-1,3,4-thiadiazol-2-yl)-4-morpholinopyrimidine-5-carboxamide